4-(3-((2-((3-Methyl-1-(8-methyl-8-azabicyclo[3.2.1]octan-3-yl)-1H-pyrazol-4-yl)amino)-5-(trifluoromethyl)pyrimidin-4-yl)amino)propyl)-1,4-oxazepan-5-on CC1=NN(C=C1NC1=NC=C(C(=N1)NCCCN1CCOCCC1=O)C(F)(F)F)C1CC2CCC(C1)N2C